Tert-butyl 4-((6-bromoquinazolin-4-yl)amino)piperidine-1-carboxylate BrC=1C=C2C(=NC=NC2=CC1)NC1CCN(CC1)C(=O)OC(C)(C)C